C(C1=CC=CC=C1)OC(CNC([C@H](CCOC1=CC=CC=C1)NC(CCC(=O)OC)=O)=O)=O methyl (S)-4-((1-((2-(benzyloxy)-2-oxoethyl)amino)-1-oxo-4-phenoxybutan-2-yl)amino)-4-oxobutanoate